FC=1C=C(C=C(C1OC=1C=NN(C1)C)F)S(=O)(=O)N1[C@H]([C@@H]2CC[C@H](C1)N2C(=O)OCCOC)C(=O)O (1S,2R,5R)-3-((3,5-difluoro-4-((1-methyl-1H-pyrazol-4-yl)oxy)phenyl)sulfonyl)-8-((2-methoxyethoxy)carbonyl)-3,8-diazabicyclo[3.2.1]octane-2-carboxylic acid